heptadecan-9-yl 8-((3-(3-methylureido)propyl)(6-(((nonyloxy)carbonyl)oxy)hexyl)amino)octanoate CNC(NCCCN(CCCCCCCC(=O)OC(CCCCCCCC)CCCCCCCC)CCCCCCOC(=O)OCCCCCCCCC)=O